N1(CCCCC1)C(=O)OC1=NSN=C1N1CCCCC1 4-(piperidin-1-yl)-1,2,5-thiadiazol-3-yl piperidin-1-carboxylate